(R)-5-(3-(dimethylamino)azetidin-1-yl)-2-methyl-N-(1-(2-(1-methyl-1H-pyrazol-4-yl)quinolin-4-yl)ethyl)benzamide CN(C1CN(C1)C=1C=CC(=C(C(=O)N[C@H](C)C2=CC(=NC3=CC=CC=C23)C=2C=NN(C2)C)C1)C)C